5-(8-(7-Acetyl-3-ethyl-5,6,7,8-tetrahydroimidazo[1,5-a]pyrazin-1-yl)isoquinolin-3-yl)-N-((2R)-5-(2-(2,6-dioxopiperidin-3-yl)-1-oxoisoindolin-4-yl)pent-4-yn-2-yl)picolinamide C(C)(=O)N1CC=2N(CC1)C(=NC2C=2C=CC=C1C=C(N=CC21)C=2C=CC(=NC2)C(=O)N[C@H](C)CC#CC2=C1CN(C(C1=CC=C2)=O)C2C(NC(CC2)=O)=O)CC